CN1C(=CC=2C1=NC=CN2)C2=C(C=CC=C2)C 5-methyl-6-(2-methylphenyl)pyrrolo[2,3-b]Pyrazine